C[C@H]1N([C@@H](CC1)C)C(=O)N[C@H](C(=O)OC)CCN(CCCCC1=NC=2NCCCC2C=C1)C[C@@H](CF)OC methyl (2S)-2-[[(2R,5R)-2,5-dimethylpyrrolidine-1-carbonyl]amino]-4-[[(2S)-3-fluoro-2-methoxy-propyl]-[4-(5,6,7,8-tetrahydro-1,8-naphthyridin-2-yl)butyl]amino]butanoate